FC1(C(C1)(C(=O)N1C[C@]2(CC1)C=C(C(C(C2)(C)C)=O)C#N)C2=CC=CC=C2)F (5R)-2-(2,2-difluoro-1-phenylcyclopropane-1-carbonyl)-9,9-dimethyl-8-oxo-2-azaspiro[4.5]dec-6-ene-7-carbonitrile